5,8-dihydro-5-phenyl-8-(2-triphenylenyl)indolo[2,3-c]carbazole C1(=CC=CC=C1)N1C2=CC=CC=C2C2=C1C=CC=1N(C=3C=CC=CC3C21)C2=CC=1C3=CC=CC=C3C3=CC=CC=C3C1C=C2